N-(R)-(+)-(1-aza-bicyclo[2.2.2]oct-3-yl)-5-cyano-2-(3,5-dichloro-phenoxy)-benzenesulfonamide N12CC(C(CC1)CC2)NS(=O)(=O)C2=C(C=CC(=C2)C#N)OC2=CC(=CC(=C2)Cl)Cl